O=C1C=CC=2C(=CC=NC2N1)C=1C=C(CNC(OC(C)(C)C)=O)C=CC1 tert-butyl (3-(7-oxo-7,8-dihydro-1,8-naphthyridin-4-yl)benzyl)carbamate